6-(4-acetylpiperazin-1-yl)-N-(4-phenyl-benzyl)-N-methyl-3,4-dihydroisoquinoline-2(1H)-methanesulfonamide C(C)(=O)N1CCN(CC1)C=1C=C2CCN(CC2=CC1)CS(=O)(=O)N(C)CC1=CC=C(C=C1)C1=CC=CC=C1